C1(CC1)C(=O)NC1=NC=C(C(=O)NOC)C(=C1)NC1=C(C=CC=C1)S(N(C)C)(=O)=O 6-(Cyclopropanecarboxamido)-4-((2-(N,N-dimethylsulfamoyl)phenyl)amino)-N-methoxynicotinamide